3-[1-[2-(2-methoxyethoxy)ethyl]imidazol-4-yl]-N-methyl-4-[[4-(trifluoromethyl)phenyl]methylamino]benzenesulfonamide COCCOCCN1C=NC(=C1)C=1C=C(C=CC1NCC1=CC=C(C=C1)C(F)(F)F)S(=O)(=O)NC